benzyl (2-(2-chloro-6-(2,4-difluorophenyl)pyridin-4-yl)propan-2-yl)carbamate ClC1=NC(=CC(=C1)C(C)(C)NC(OCC1=CC=CC=C1)=O)C1=C(C=C(C=C1)F)F